C(O)(O)=O.C(O)(O)=O hydrogen carbonate (bicarbonate)